NCC=1C=C(C=CC1)C=1C=C(C2=C(C(=CO2)COC2=C(C=CC=C2)CC(=O)OCC)C1)C(F)F ethyl 2-(2-((5-(3-(aminomethyl)phenyl)-7-(difluoromethyl)benzofuran-3-yl)methoxy)phenyl)acetate